BrC1=CN=C(N1C)C(=O)NC1=CC(=C(C(=O)N2CCN(CC2)C(=O)OC(C)(C)C)C=C1)Cl tert-butyl 4-[4-[(5-bromo-1-methyl-imidazole-2-carbonyl)amino]-2-chloro-benzoyl]piperazine-1-carboxylate